2,2,6,6-tetramethyldiphenyl-piperazine CC1(NC(C(NC1C1=CC=CC=C1)C1=CC=CC=C1)(C)C)C